C(C)(C)(C)OC(=O)N1C[C@]2(C[C@H]2C1O)C1=C(C=CC(=C1)Br)F (1S,5R)-1-(5-bromo-2-fluorophenyl)-4-hydroxy-3-azabicyclo[3.1.0]hexane-3-carboxylic acid tert-butyl ester